5-[4-(difluoromethanesulfonamido)-3-[(1S)-1-(4-fluorophenyl)ethoxy]phenyl]-1-methyl-3-[(pyrazin-2-yl)amino]-1H-pyrazole-4-carboxamide FC(S(=O)(=O)NC1=C(C=C(C=C1)C1=C(C(=NN1C)NC1=NC=CN=C1)C(=O)N)O[C@@H](C)C1=CC=C(C=C1)F)F